(S)-5-(α-deuterioethyl)-benzofuran [2H][C@@H](C)C=1C=CC2=C(C=CO2)C1